2-ethyl-2,5-hexanediol C(C)C(C)(CCC(C)O)O